C(=O)O.NCCC1=C(C2=NC(=CC(=C2S1)NCC=1OC=CC1)Cl)C 2-(2-aminoethyl)-5-chloro-N-[(furan-2-yl)methyl]-3-methylthieno[3,2-b]pyridin-7-amine formate